5-[(1R)-1-hydroxy-2-[(2R,4S)-4-[(4-methanesulfonylphenoxy)methyl]-2-methylpyrrolidin-1-yl]ethyl]benzene O[C@@H](CN1[C@@H](C[C@@H](C1)COC1=CC=C(C=C1)S(=O)(=O)C)C)C=1C=CC=CC1